CN1C(N(C2=C1C=C(C=C2)CC2CCC(CC2)=C)C2C(NC(CC2)=O)=O)=O 3-[3-methyl-5-[(4-methylidenecyclohexyl)methyl]-2-oxo-1,3-benzodiazol-1-yl]piperidine-2,6-dione